(3-methylphenyl)-5-nitrofuran-2-carboxamide CC=1C=C(C=CC1)C1=C(OC(=C1)[N+](=O)[O-])C(=O)N